O1N=C(C2=C1C=CC=C2)C2=C(C=CC=C2)[C@H](CC2=NC=C(C=C2C)Br)N[S@@](=O)C(C)(C)C (S)-N-{(S)-1-[2-(Benzo[d]isoxazol-3-yl)phenyl]-2-(5-bromo-3-methylpyridine-2-yl)ethyl}-2-methylpropane-2-sulfinamide